N-(2-oxo-2-((2'-oxo-1,1',2',3-tetrahydrospiro[indene-2,3'-pyrrolo[2,3-b]pyridin]-5-yl)amino)ethyl)-1-(pyrimidine-4-carbonyl)piperidine-4-carboxamide O=C(CNC(=O)C1CCN(CC1)C(=O)C1=NC=NC=C1)NC=1C=C2CC3(C(NC4=NC=CC=C43)=O)CC2=CC1